dihydro-[3,4'-bipyridine] N1CC(=CC=C1)C1=CC=NC=C1